di-t-butyltin dibromide C(C)(C)(C)[Sn](C(C)(C)C)(Br)Br